BrC=1C=CC(=C(C1)C(=O)N1C(CCC1)CO)OC (5-bromo-2-methoxyphenyl)(2-(hydroxymethyl)pyrrolidin-1-yl)methanone